2-(4-(methylthio)phenoxy)-1-(2-(5-(trifluoromethyl)-1,2,4-oxadiazol-3-yl)-6,7-dihydrothieno[3,2-c]pyridin-5(4H)-yl)ethan-1-one CSC1=CC=C(OCC(=O)N2CC3=C(CC2)SC(=C3)C3=NOC(=N3)C(F)(F)F)C=C1